NC1=C(C(=NC=2N1N=C(C2Cl)C)NCCC2=NN(C=C2)CC2CC(C2)O)C#N amino-3-chloro-5-((2-(1-((3-hydroxycyclobutyl)methyl)-1H-pyrazol-3-yl)ethyl)amino)-2-methylpyrazolo[1,5-a]pyrimidine-6-carbonitrile